C(C)(C)(C)C=1C=C(C(=CC1)O)O 4-tert-butylbenzene-1,2-diol